tert-butyl N-[2-methyl-5-oxo-5-[3-(trifluoromethyl)phenyl]pentyl]carbamate CC(CNC(OC(C)(C)C)=O)CCC(C1=CC(=CC=C1)C(F)(F)F)=O